(2,2-diphenylacetyl)2,2-diphenylacetate C1(=CC=CC=C1)C(C(=O)OC(C(C1=CC=CC=C1)C1=CC=CC=C1)=O)C1=CC=CC=C1